2-(2-methyl-1-propenyl)-4-methyltetrahydrofuran CC(=CC1OCC(C1)C)C